[Ti].[B].CC1NCCC=2N=C(N=CC21)C=2N=CSC2 4-(5-methyl-5,6,7,8-tetrahydropyrido[4,3-d]pyrimidin-2-yl)thiazole Boron-Titanium